O=C1CCN1C(=O)[O-] 4-oxo-azetidine-1-carboxylate